3-(3-(2-Hydroxyphenyl)-5,6,7,8-tetrahydroimidazo[1,5-a]pyridin-1-yl)pyridin-2-ol OC1=C(C=CC=C1)C1=NC(=C2N1CCCC2)C=2C(=NC=CC2)O